NCCCCC(=O)O δ-aminovaleric acid